2-(TERT-BUTOXYCARBONYL)-5-METHOXYPHENYLBORONIC ACID C(C)(C)(C)OC(=O)C1=C(C=C(C=C1)OC)B(O)O